(2-hydrazino-2-oxoethyl)pyridinium chloride [Cl-].N(N)C(C[N+]1=CC=CC=C1)=O